COC(C1=C(C(=CC(=C1)Br)F)CBr)=O.C(C1=CC=CC=C1)[C@@H]1N(C(OC1)=O)C(COCCC1=CC=CC=C1)=O (4S)-4-benzyl-3-[2-(2-phenylethoxy)acetyl]oxazolidin-2-one methyl-5-bromo-2-(bromomethyl)-3-fluoro-benzoate